C(=O)C1CCC(CC1)C=1OC2=C(N1)C=C(C(=C2)NC(=O)C2=NC(=CC=C2)C(F)(F)F)OC 2-N-[2-(4-formylcyclohexyl)-5-methoxy-1,3-benzoxazol-6-yl]-6-(trifluoromethyl)pyridine-2-carboxamide